(S)-4-(3-cyanophenoxy)-N-(8-(3-hydroxy-3-methylbut-1-yn-1-yl)-5-methyl-4-oxo-2,3,4,5-tetrahydrobenzo[b][1,4]oxazepin-3-yl)picolinamide C(#N)C=1C=C(OC2=CC(=NC=C2)C(=O)N[C@@H]2C(N(C3=C(OC2)C=C(C=C3)C#CC(C)(C)O)C)=O)C=CC1